[N+](=O)([O-])C=1C(=NC=CC1)NC1=NC=C(N=C1)OC1=CC=CC2=C1C1(CC1)CO2 N-(3-nitro-2-pyridyl)-5-spiro[2H-benzofuran-3,1'-cyclopropane]-4-yloxy-pyrazin-2-amine